tert-butyl (2R)-1-[5-[2-amino-4-[ethoxy(propyl) carbamoyl]-3H-1-benzazepin-8-yl] pyridine-2-carbonyl]pyrrolidine-2-carboxylate NC1=NC2=C(C=C(C1)C(N(CCC)OCC)=O)C=CC(=C2)C=2C=CC(=NC2)C(=O)N2[C@H](CCC2)C(=O)OC(C)(C)C